FC1=C(O[C@@H]2[C@@H]([C@@]3([C@@H](CN(C3)C[C@H](C=3C=C4C(=CN3)N(C=C4)S(=O)(=O)CC4=CC=CC=C4)O)C2)O)O)C=CC=C1 (3aS,4S,5S,6aR)-5-(2-fluorophenoxy)-2-((R)-2-hydroxy-2-(1-toluenesulfonyl-1H-pyrrolo[2,3-c]pyridin-5-yl)ethyl)hexahydrocyclopenta[c]pyrrole-3a,4(1H)-diol